N,N-dimethyl-2-morpholino-4-oxo-4H-chromen-6-carboxamide CN(C(=O)C=1C=C2C(C=C(OC2=CC1)N1CCOCC1)=O)C